CN(C1=CC=C(C=C1)C=1N=C(C=2C=CC=NC2C1)NC1=NC=NC=C1)C 7-[4-(dimethylamino)phenyl]-N-4-pyrimidinyl-1,6-naphthyridin-5-amine